{5-[2-amino-5-(3,4-dimethoxyphenyl)pyridin-3-yl]pyrazin-2-yl}-5-(4-methylphenyl)-4-oxo-1-(tetrahydro-2H-pyran-4-ylmethyl)-1,4-dihydropyridine-3-carboxamide NC1=NC=C(C=C1C=1N=CC(=NC1)C=1N(C=C(C(C1C(=O)N)=O)C1=CC=C(C=C1)C)CC1CCOCC1)C1=CC(=C(C=C1)OC)OC